N-((5-chloro-6-(5-chlorothiazol-2-yl)-1H-indol-2-yl)methyl)acetamide ClC=1C=C2C=C(NC2=CC1C=1SC(=CN1)Cl)CNC(C)=O